ClC=1C=C(C=CC1F)NC(=O)C1=C(N=CN1C)C1CC2CC(CC2C1)(O)C#CC1CC(C1)(OC)OC N-(3-chloro-4-fluorophenyl)-4-(5-((3,3-dimethoxycyclobutyl)-ethynyl)-5-hydroxyoctahydropentalen-2-yl)-1-methyl-1H-imidazole-5-carboxamide